Racemic-N-(6-amino-5-methyl-3-pyridyl)-2-[(2S,5R)-2-(4-fluorophenyl)-5-methyl-4-(2-methyl-propanoyl)piperazin-1-yl]-2-oxo-acetamide NC1=C(C=C(C=N1)NC(C(=O)N1[C@H](CN([C@@H](C1)C)C(C(C)C)=O)C1=CC=C(C=C1)F)=O)C |r|